Methyl (2R,5aR,6S,7R,8aS)-6-({[dimethyl(2-methyl-2-propanyl)silyl]oxy}methyl)-7-(tetrahydro-2H-pyran-2-yloxy)-3,5a,6,7,8,8a-hexahydro-2H-cyclopenta[b]oxepin-2-carboxylate C[Si](OC[C@H]1[C@@H](C[C@@H]2O[C@H](CC=C[C@@H]21)C(=O)OC)OC2OCCCC2)(C(C)(C)C)C